1-(1-(3-methoxy-1H-pyrazolo[3,4-b]pyridin-5-yl)piperidin-4-yl)-1-methyl-3-(5-(trifluoromethyl)pyridin-3-yl)urea COC1=NNC2=NC=C(C=C21)N2CCC(CC2)N(C(=O)NC=2C=NC=C(C2)C(F)(F)F)C